2-cyano-4-chloro-benzenesulfonyl chloride C(#N)C1=C(C=CC(=C1)Cl)S(=O)(=O)Cl